C(#N)C=1C=C(C=NC1N1N=CC=N1)NC(=O)C1=C(C(=NS1)C=1C(N(C=CC1)C)=O)C(F)(F)F N-(5-CYANO-6-(2H-1,2,3-TRIAZOL-2-YL)PYRIDIN-3-YL)-3-(1-METHYL-2-OXO-1,2-DIHYDROPYRIDIN-3-YL)-4-(TRIFLUOROMETHYL)ISOTHIAZOLE-5-CARBOXAMIDE